rac-N-(1-(5-fluoropyridin-2-yl)-2-methoxy-2-methylpropyl)-2-methylpropan-2-sulfinamide FC=1C=CC(=NC1)C(C(C)(C)OC)NS(=O)C(C)(C)C